ClC=1C(=NC(=CC1N1CC(C1)N1CCN(CC1)C(C=C)=O)N1CCC(CC1)C1=C(C=NN1C1COC1)C)C(F)(F)F 1-(4-(1-(3-chloro-6-(4-(4-methyl-1-(oxetan-3-yl)-1H-pyrazol-5-yl)piperidin-1-yl)-2-(trifluoromethyl)pyridin-4-yl)azetidin-3-yl)piperazin-1-yl)prop-2-en-1-one